(S)-4-(7-bromo-8-fluoro-2-((1-methylpyrrolidin-2-yl)methoxy)-6-vinylquinazolin-4-yl)piperazine-1-carboxylate BrC1=C(C=C2C(=NC(=NC2=C1F)OC[C@H]1N(CCC1)C)N1CCN(CC1)C(=O)[O-])C=C